ClC=1C=C(C=CC1C(=O)N1CCNCC1)NC(=O)C=1N(C(=CN1)C1=C(C(=C(C=C1)OC)F)F)C N-(3-chloro-4-(piperazine-1-carbonyl)phenyl)-5-(2,3-difluoro-4-methoxyphenyl)-1-methyl-1H-imidazole-2-carboxamide